1-(benzofuran-2-yl(1-(tert-butyl)-1H-tetrazol-5-yl)methyl)-4-(2,5-dimethylphenyl)piperazine O1C(=CC2=C1C=CC=C2)C(N2CCN(CC2)C2=C(C=CC(=C2)C)C)C2=NN=NN2C(C)(C)C